OC1=CC=C(C=C1)C1=C(C(=C(C(=C1C1=CC=C(C=C1)O)C1=CC=C(C=C1)O)C1=CC=C(C=C1)O)C1=CC=C(C=C1)O)C1=CC=C(C=C1)O 4-[2,3,4,5,6-penta(4-hydroxyphenyl)phenyl]phenol